C1(=C(C=CC1)O)O cyclopentadiene-1,2-diol